CN(S(=O)(=O)C=1C=CC(=C(C1)C=1N(C2=CC=CC=C2C1)C(=O)OC(C)(C)C)N1CCCC1)CCN1CCOCC1 tert-butyl 2-(5-(N-methyl-N-(2-morpholinoethyl)sulfamoyl)-2-(pyrrolidin-1-yl)phenyl)-1H-indole-1-carboxylate